CC1=CC(CC1(C)C)OC(CBr)OC bromoacetaldehyde methyl 3,4,4-trimethyl-2-cyclopentenyl acetal